3-chloro-7-hydroxy-4-methylcoumarin ClC=1C(OC2=CC(=CC=C2C1C)O)=O